O1-ethyl O5-methyl 2-[5-chloro-2-(2-chloroanilino)thiazol-4-yl]-2-ethyl-pentanedioate ClC1=C(N=C(S1)NC1=C(C=CC=C1)Cl)C(C(=O)OCC)(CCC(=O)OC)CC